3-(2-AmInobutyl)-1H-indol-4-ol NC(CC1=CNC=2C=CC=C(C12)O)CC